C1(=CC=CC=C1)CC(=O)N1[C@@H](CCC1)C(=O)NC=1C=C2C(=C(NC2=CC1)C1=CC=C(C=C1)NC(=O)[C@H]1N(CCC1)C(CC1=CC=CC=C1)=O)C1=CC=NC=C1 (2S)-1-(phenylacetyl)-N-{2-[4-({[(2S)-1-(phenylacetyl)pyrrolidin-2-yl]carbonyl}amino)phenyl]-3-(pyridin-4-yl)-1H-indol-5-yl}pyrrolidine-2-carboxamide